Methyl (2S,3S)-2-amino-3-methylpentanoate N[C@H](C(=O)OC)[C@H](CC)C